BrC1=C(C(=C(C=C1C)/N=C/N(C)CC)C)C (E)-N'-(4-bromo-2,3,5-trimethylphenyl)-N-ethyl-N-methylformimidamide